N[C@@H](CS)C(=O)Cl |r| DL-cysteine chloride